1-acryloylpiperidin C(C=C)(=O)N1CCCCC1